COC1=CC=C(CN2C(=NC3=NC=CC=C32)N[C@@H]3C[C@H](CC3)NC3=CC=C(C=N3)N3C(C=CC2=CC=CN=C32)=O)C=C1 1-(6-(((1S,3S)-3-((1-(4-methoxybenzyl)-1H-imidazo[4,5-b]pyridin-2-yl)amino)cyclopentyl)amino)pyridin-3-yl)-1,8-naphthyridin-2(1H)-one